1-(4-(3-isopropyl-2-(8-methyltetrazolo[1,5-a]pyridin-6-yl)-1H-indol-5-yl)piperidin-1-yl)-3-(pyrrolidin-1-yl)propan-1-one C(C)(C)C1=C(NC2=CC=C(C=C12)C1CCN(CC1)C(CCN1CCCC1)=O)C=1C=C(C=2N(C1)N=NN2)C